1-(1-(2,4-difluorophenyl)-5-methyl-1H-1,2,3-triazol-4-yl)propan-1-ol FC1=C(C=CC(=C1)F)N1N=NC(=C1C)C(CC)O